ClC=1C(=CC(=C(C(=O)NC=2C=C(C=CC2)[S@](=O)(C)=NC(=O)C2(CCC2)NC(OC(C)(C)C)=O)C1)OC=1C(=NC(=CC1)F)C)C(F)(F)F tert-butyl (R)-(1-(((3-(5-chloro-2-((6-fluoro-2-methylpyridin-3-yl)oxy)-4-(trifluoromethyl) benzamido)phenyl)(methyl)(oxo)-λ6-sulfaneylidene)carbamoyl)cyclobutyl)carbamate